C(#N)[C@@H](C[C@H]1C(NCCC1)=O)NC(=O)[C@H]1N([C@H]2CC([C@@H]1CC2)(F)F)C([C@@H](CC2CCC2)NC(C(F)(F)F)=O)=O (1R,3S,4R)-N-[(1R)-1-cyano-2-[(3S)-2-oxo-3-piperidyl]ethyl]-2-[(2R)-3-cyclobutyl-2-[(2,2,2-trifluoroacetyl)amino]propanoyl]-5,5-difluoro-2-azabicyclo[2.2.2]octane-3-carboxamide